C(C)OC(=O)C1=C(N=C(S1)NC1=NC(=CC(=N1)NCC1=CC=C(C=C1)S(=O)(=O)C)C1=CC(=C(C(=C1)OC)OC)OC)C 2-[4-(4-methanesulfonyl-benzylamino)-6-(3,4,5-trimethoxy-phenyl)-pyrimidin-2-ylamino]-4-methylthiazole-5-carboxylic acid ethyl ester